OC1=C(C=CC(=C1)OCC(COCC1=CC=CC=C1)O)C1=NC=NC=N1 6-[2-hydroxy-4-(3-benzyloxy-2-hydroxypropyloxy)phenyl]-s-triazin